4-((1R,5S)-3,8-diazabicyclo[3.2.1]octan-3-yl)-8-(5-ethynyl-1H-benzo[f]indazol-4-yl)-2-(((2R,7aS)-2-fluorotetrahydro-1H-pyrrolizin-7a(5H)-yl)methoxy)pyrido[2,3-d]pyrimidine [C@H]12CN(C[C@H](CC1)N2)C=2C1=C(N=C(N2)OC[C@]23CCCN3C[C@@H](C2)F)N(CC=C1)C1=C2C=NNC2=CC2=C1C(=CC=C2)C#C